ethyl 3-(3-bromoisoxazol-5-yl)propanoate BrC1=NOC(=C1)CCC(=O)OCC